[C@H]1(C=CC2=CC=CC=C12)N |r| racemic-indeneamine